1,6-diallyl-phenol C(C=C)C1(CC=CC=C1CC=C)O